C1=CC=C(C=2SC3=C(C21)C=CC=C3)C=3C=C(C=CC3)C3=CC(=CC=C3)C3=CC=2C(=C1N=CC=NC1=C1C2C=CC=C1)C=C3 7-[3'-(dibenzothiophen-4-yl)biphenyl-3-yl]dibenzo[f,H]quinoxaline